(2,6-Dioxopiperidin-3-yl)-4-(piperazin-1-yl)isoindoline-1,3-dione O=C1NC(CCC1N1C(C2=CC=CC(=C2C1=O)N1CCNCC1)=O)=O